ClC1=CC(=C(C=C1)C[O-])C1NCCCC1 (4-chloro-2-(piperidin-2-yl)phenyl)methoxide